N-(3-chloro-5-(methylsulfonamido)phenyl)-1-(3-((5-fluoropyridin-3-yl)methoxy)pyridin-2-yl)-1H-pyrazole-4-carboxamide ClC=1C=C(C=C(C1)NS(=O)(=O)C)NC(=O)C=1C=NN(C1)C1=NC=CC=C1OCC=1C=NC=C(C1)F